FC1=CC=C(C=C1)C=1C=C2C=C(NC2=CC1)C(=O)OC methyl 5-(4-fluorophenyl)-1H-indole-2-carboxylate